tetramethoxysilane CO[Si](OC)(OC)OC